ethyl 4,4-difluoro-3-oxo-4-phenylbutanoate FC(C(CC(=O)OCC)=O)(C1=CC=CC=C1)F